(4-(6-morpholinyl-1H-pyrrolo[2,3-b]pyridin-3-yl)-5-(trifluoromethyl)pyrimidin-2-yl)-1-oxa-6-azaspiro[3.3]heptane-3-amine N1(CCOCC1)C1=CC=C2C(=N1)NC=C2C2=NC(=NC=C2C(F)(F)F)C2OC1(C2N)CNC1